(R)-6-Fluoro-4-(4-fluorophenyl)-N-(pyrrolidin-2-ylmethyl)-3,4-dihydroquinoxaline-1(2H)-carboxamide FC=1C=C2N(CCN(C2=CC1)C(=O)NC[C@@H]1NCCC1)C1=CC=C(C=C1)F